C(#N)C1=CC=2N(C=C1OC)N=C(C2CC)C(=O)OCC ethyl 5-cyano-3-ethyl-6-methoxypyrazolo[1,5-a]pyridine-2-carboxylate